S(N)(OC[C@@H]1[C@H](C[C@@H](C1)NC1=NC=NC=C1C(=O)C=1SC(=C(C1)CC1=CC(=CC=C1)Cl)F)O)(=O)=O {(1R,2S,4R)-4-[(5-{[4-(3-chlorobenzyl)-5-fluoro-2-thienyl]carbonyl}pyrimidin-4-yl)amino]-2-hydroxy cyclopentyl}methyl sulfamate